4-bromo-1-(oxetan-3-yl)-1H-imidazole BrC=1N=CN(C1)C1COC1